(Z)-ethyl (trimethylsilyl) methylsulfonylcarbonimidate CS(=O)(=O)\N=C(\OCC)/O[Si](C)(C)C